(R)-7-(6-(1-(2,2-difluoro-1-(4-fluorophenyl)propyl)-1H-pyrazol-4-yl)-pyrazin-2-yl)-2-(2,5-dimethyl-1H-pyrrol-1-yl)-6-fluoro-[1,2,4]triazolo[1,5-a]pyridine FC([C@@H](C1=CC=C(C=C1)F)N1N=CC(=C1)C1=CN=CC(=N1)C1=CC=2N(C=C1F)N=C(N2)N2C(=CC=C2C)C)(C)F